C12NC(CC2C1)C(=O)[O-] 2-azabicyclo[3.1.0]hexane-3-carboxylate